ethyl (E)-3-(2-(((2S,4S)-4-((2-((2,4-difluorophenoxy)methyl)pyrimidin-4-yl)oxy)-2-methylpiperidin-1-yl)methyl)-1-(((S)-oxetan-2-yl)methyl)-1H-benzo[d]imidazol-6-yl)acrylate FC1=C(OCC2=NC=CC(=N2)O[C@@H]2C[C@@H](N(CC2)CC2=NC3=C(N2C[C@H]2OCC2)C=C(C=C3)/C=C/C(=O)OCC)C)C=CC(=C1)F